N1(CCNCC1)C[C@H](CCCNC(OC(C)(C)C)=O)NC(OC(C)(C)C)=O di-tert-butyl [(4S)-5-(piperazin-1-yl)pentane-1,4-diyl]biscarbamate